CN(C(=O)N1CCN(CC1)C1=NC=C(C=C1)B1OC(C(O1)(C)C)(C)C)C N,N-dimethyl-4-(5-(4,4,5,5-tetramethyl-1,3,2-dioxaborolan-2-yl)pyridin-2-yl)piperazine-1-carboxamide